1-(4-((4-((S)-1-hydroxy-3-(5-hydroxy-6-oxo-1,6-dihydropyrimidin-4-yl)propan-2-yl)phenyl)ethynyl)benzyl)pyrrolidine-3-carbonitrile OC[C@@H](CC=1N=CNC(C1O)=O)C1=CC=C(C=C1)C#CC1=CC=C(CN2CC(CC2)C#N)C=C1